C1(=CC=CC=C1)[C@H](C#N)C |r| (±)-2-phenylpropionitrile